ClC=1C=C(C(=O)N(C)[C@@H]2CN(CC2)C(=O)OC(C)(C)C)C=CC1C1C(C1)C=1C2=C(N=C(N1)C)SC=C2 Tert-butyl (3S)-3-(3-chloro-N-methyl-4-(2-(2-methylthieno[2,3-d]pyrimidin-4-yl)cyclopropyl)benzamido)pyrrolidine-1-carboxylate